4-(2-chloropyridin-3-yl)benzenesulfonyl chloride ClC1=NC=CC=C1C1=CC=C(C=C1)S(=O)(=O)Cl